3,4,5-trimethoxyphenylacetaldehyde COC=1C=C(C=C(C1OC)OC)CC=O